C1(CC1)NC(=O)C=1C=NN(C1C1=NC=C(C(=C1)OC1CN(C1)C(=O)N1N=CC[C@H]1C1=CC(=CC(=C1)F)F)F)C (S)-N-cyclopropyl-5-(4-((1-(5-(3,5-difluorophenyl)-4,5-dihydro-1H-pyrazole-1-carbonyl)azetidin-3-yl)oxy)-5-fluoropyridin-2-yl)-1-methyl-1H-pyrazole-4-carboxamide